2,6-bis((S)-4-(6-methoxynaphthalen-2-yl)-4,5-dihydro-oxazol-2-yl)pyridine COC=1C=C2C=CC(=CC2=CC1)[C@@H]1N=C(OC1)C1=NC(=CC=C1)C=1OC[C@@H](N1)C1=CC2=CC=C(C=C2C=C1)OC